C(C)(=O)OC(CCCCCCCCCCC)CC (E)-12-tetradecyl acetate